5-[4-[(3S)-1-(3-fluoropropyl)pyrrolidin-3-yl]oxyphenyl]-6-[2-methyl-4-(trifluoro-methoxy)phenyl]-8,9-dihydro-7H-benzo[7]annulen-2-ol FCCCN1C[C@H](CC1)OC1=CC=C(C=C1)C1=C(CCCC2=C1C=CC(=C2)O)C2=C(C=C(C=C2)OC(F)(F)F)C